C(=O)(OCC1=CC=CC=C1)N N-Cbz-amine